C(C)OC1=CC=CN=N1 6-ethoxypyridazin